C(C)OC(C(=CCCCCCl)NC(=O)[C@@H]1C(C1)(C)C)=O 7-chloro-2-((S)-2,2-dimethylcyclopropanecarboxamido)-2-heptenoic acid ethyl ester